C(C)(C)(C)OC(=O)N(CC(C1=CC=CC=C1)C=1C=C(C(=C(C1)C1=C(C(=CC=C1C#N)OCC(=O)OC)F)Cl)F)C1CCC(CC1)NC(=O)OC(C)(C)C methyl 2-((5'-(2-((tert-butoxycarbonyl)((1r,4r)-4-((tert-butoxycarbonyl)amino) cyclohexyl)amino)-1-phenylethyl)-2'-chloro-6-cyano-2,3'-difluoro-[1,1'-biphenyl]-3-yl)oxy)acetate